OC(CC)C(CCCCCCCCCCCCCC)OC(CCC)=O.FC1=C(C(=O)NC2=NC=C(C=C2)N2N=C(C=C2C(F)(F)F)C=2OC(N(N2)C)=O)C=C(C(=C1)F)F 2,4,5-trifluoro-N-(5-(3-(4-methyl-5-oxo-4,5-dihydro-1,3,4-oxadiazol-2-yl)-5-(trifluoromethyl)-1H-pyrazol-1-yl)pyridin-2-yl)benzamide 3-hydroxy-octadecan-4-yl-butyrate